4-[2-[1-(1,2,3,4-tetrahydronaphthalen-1-ylmethyl)imidazol-4-yl]pyridin-4-yl]-1H-triazole-5-carbonitrile C1CC(C2=CC=CC=C2C1)CN3C=C(N=C3)C4=NC=CC(=C4)C5C(NNN5)C#N